(2R)-1-oleoyl-glycerol C(CCCCCCC\C=C/CCCCCCCC)(=O)OCC(O)CO